Azulene-8(2H)-carboxylic acid tert-butyl ester C(C)(C)(C)OC(=O)C=1C=CC=CC2=CCCC12